(1-(2-fluoro-4-(1-methylazetidin-3-yl)phenyl)-2-methyl-1H-imidazol-4-yl)-N-(1-(methylsulfonyl)piperidin-4-yl)-5-(trifluoromethyl)pyrimidin-2-amine FC1=C(C=CC(=C1)C1CN(C1)C)N1C(=NC(=C1)C1=NC(=NC=C1C(F)(F)F)NC1CCN(CC1)S(=O)(=O)C)C